2-(2-bromoethyl)-1,1-difluorocyclopropane BrCCC1C(C1)(F)F